CN1N=C(C=C1)NC(=O)C1CNC1 N-(1-methyl-1H-pyrazol-3-yl)azetidine-3-carboxamide